C(C=C)(=O)N1C[C@@H](N(C[C@H]1C)C=1C=2C(N(C(N1)=O)C=1C(=NC=CC1C)C(C)C)=NC(=C1C2OCC1)C1=C2C=NNC2=CC=C1C)C 9-((2S,5R)-4-acryloyl-2,5-dimethylpiperazin-1-yl)-6-(2-isopropyl-4-methylpyridin-3-yl)-4-(5-methyl-1H-indazol-4-yl)-3,6-dihydrofuro[2',3':4,5]pyrido[2,3-d]pyrimidin-7(2H)-one